4,5-dibromo-2-isopropoxy-1-((2-(trimethylsilyl)ethoxy)methyl)-1H-imidazole BrC=1N=C(N(C1Br)COCC[Si](C)(C)C)OC(C)C